2-(7-bromo-2-methyl-imidazo[1,2-a]pyridin-3-yl)-4,5-dihydro-oxazole BrC1=CC=2N(C=C1)C(=C(N2)C)C=2OCCN2